ClC=1C(=CC(=NC1)OC)[C@H](C(=O)N1C[C@]2(CC1)NC1=NC(=C(C=C1CC2)C2=NC=CC=N2)C)C (2R)-2-(5-chloro-2-methoxypyridin-4-yl)-1-((2S)-7-methyl-6-(pyrimidin-2-yl)-3,4-dihydro-1H-spiro(1,8-naphthyridine-2,3'-pyrrolidin)-1'-yl)propan-1-one